(R)-1-isopropyl-N-(4-methyl-1,1-dioxidotetrahydro-2H-thiopyran-4-yl)-3-(3-(trifluoromethoxy)phenyl)-4,5,6,7-tetrahydro-1H-indazole-6-carboxamide C(C)(C)N1N=C(C=2CC[C@H](CC12)C(=O)NC1(CCS(CC1)(=O)=O)C)C1=CC(=CC=C1)OC(F)(F)F